N-(3-chloro-4-fluorophenyl)-3-(2-((1-hydroxy-2-methylpropan-2-yl)amino)-2-oxoacetyl)-2-methyl-6,7,8,9-tetrahydro-5H-pyrrolo[1,2-a]azepine-1-carboxamide ClC=1C=C(C=CC1F)NC(=O)C=1C(=C(N2C1CCCCC2)C(C(=O)NC(CO)(C)C)=O)C